COC1=C(OCCNC(N)=O)C=CC=C1 3-(2-(2-methoxyphenoxy)ethyl)urea